ClC1=CC=C(C(=N1)N1CC(C1)N1CCOCC1)N[C@H](C)C=1C=C(C=C2C(C(=C(OC12)C=1C=NC=CC1)C)=O)C 8-[(1R)-1-[[6-Chloro-2-(3-morpholinoazetidin-1-yl)-3-pyridyl]amino]ethyl]-3,6-dimethyl-2-(3-pyridyl)chromen-4-one